C(C)(C)(C)OC(=O)N1[C@@H](C[C@H](CC1)N1N=NC=2C(=NC=3C(=C(C(=CC3C21)C)Br)F)SC)C (2R,4S)-4-(7-bromo-6-fluoro-8-methyl-4-(methylsulfanyl)-1H-[1,2,3]triazolo[4,5-c]quinolin-1-yl)-2-methylpiperidine-1-carboxylic acid tert-butyl ester